2-amino-9-((4R,5R,7R,8R)-8-hydroxy-7-(hydroxymethyl)-6-oxa-1-thiaspiro[3.4]oct-5-yl)-1H-purin-6(9H)-one NC=1NC(C=2N=CN(C2N1)[C@H]1[C@@]2(CCS2)[C@@H]([C@H](O1)CO)O)=O